NC=1C(=C(C(=O)NC2=C(C=C(C=C2)C(C(F)(F)F)(C(F)(F)F)F)C(F)(F)F)C=CC1)F 3-amino-2-fluoro-N-(4-(perfluoropropan-2-yl)-2-(trifluoromethyl)phenyl)benzamide